2-(3,4-dichlorophenyl)-N-((6-ethylimidazo[2,1-b]thiazol-5-yl)methyl)ethan-1-amine ClC=1C=C(C=CC1Cl)CCNCC1=C(N=C2SC=CN21)CC